3-(3-((tert-butyldimethylsilyl)oxy)-2,2-dimethylpropyl)-1H-pyrazole [Si](C)(C)(C(C)(C)C)OCC(CC1=NNC=C1)(C)C